(R)-1-methyl-N-(5-(prop-1-yn-1-yl)-2,3-dihydro-1H-inden-1-yl)-1H-pyrazole-5-carboxamide CN1N=CC=C1C(=O)N[C@@H]1CCC2=CC(=CC=C12)C#CC